di(aziridin-1-yl)phosphinic acid (R)-4-([1,1'-biphenyl]-4-yloxy)-5-nitro-2,3-dihydro-1H-inden-1-yl ester C1(=CC=C(C=C1)OC1=C2CC[C@H](C2=CC=C1[N+](=O)[O-])OP(=O)(N1CC1)N1CC1)C1=CC=CC=C1